N-(2-amino-4-fluorophenyl)-4-[N-[(E)-3-(pyridin-3-yl)acryloyl]aminomethyl]benzamide NC1=C(C=CC(=C1)F)NC(C1=CC=C(C=C1)CNC(\C=C\C=1C=NC=CC1)=O)=O